3-(5-(((1R,2R)-2-(ethyl(methyl)amino)cyclohexyl)oxy)-1-oxoisoindolin-2-yl)piperidine-2,6-dione C(C)N([C@H]1[C@@H](CCCC1)OC=1C=C2CN(C(C2=CC1)=O)C1C(NC(CC1)=O)=O)C